2-ethyl-4-(tetramethyl-1,3,2-dioxaborolan-2-yl)benzamide C(C)C1=C(C(=O)N)C=CC(=C1)B1OC(C(O1)(C)C)(C)C